COC(=O)C1=CC2=C(N(C=N2)C[C@@H]([C@@H](C2=CC(=C(C(=C2)OC)C)OC)O[Si](C)(C)C(C)(C)C)OC2CCCC2)C=C1 ((2S,3R)-3-((tert-Butyldimethylsilyl)oxy)-2-(cyclopentyloxy)-3-(3,5-dimethoxy-4-methylphenyl)propyl)-1H-benzo[d]imidazole-5-carboxylic acid methyl ester